OC[C@]1(OC)[C@@H](O)[C@H](O)[C@H](O)CO1 methyl beta-D-fructopyranoside